BrC1=C2C=3C=C(C=CC3C(C2=CC=C1)(C)C)Cl 5-bromo-3-chloro-9,9-dimethyl-9H-fluorene